O=C1NC(CCC1N1C(C2=CC=C(C=C2C1=O)O)=O)=O 2-(2,6-dioxopiperidin-3-yl)-5-hydroxy-2,3-dihydro-1H-isoindole-1,3-dione